BrC=1C(=NC(=NC1)NC1=C(C=C(C(=C1)CC)N1CCC(CC1)N1CC(C1)CC#N)OC)NC=1C(=C2N=CC=NC2=CC1)NS(=O)(=O)C N-(6-((5-bromo-2-((4-(4-(3-(cyanomethyl)azetidin-1-yl)piperidin-1-yl)-5-ethyl-2-methoxyphenyl)amino)pyrimidin-4-yl)amino)quinoxalin-5-yl)methanesulfonamide